C(C)OC(=O)C(C)OS(=O)(=O)CCCS(=O)(=O)O.O1CCC(CC1)NC(=O)C=1N=NC=CC1 N-(tetrahydropyran-4-yl)pyridazine-3-carboxamide 1-ethoxycarbonylethyl-propanedisulfonate